ClC1=C(C=C(C=C1)C1=C(NC=2C1=NC=CC2)C2=C(C=NC=C2)OCCN(C(C=C)=O)C)C N-[2-({4-[3-(4-chloro-3-methylphenyl)-1H-pyrrolo[3,2-b]pyridin-2-yl]pyridin-3-yl}oxy)ethyl]-N-methylprop-2-enamide